2-(2-((5-(3-(aminomethyl)phenyl)-7-(4-fluorophenyl)benzofuran-3-yl)methoxy)phenyl)acetic acid NCC=1C=C(C=CC1)C=1C=C(C2=C(C(=CO2)COC2=C(C=CC=C2)CC(=O)O)C1)C1=CC=C(C=C1)F